C([C@H](O)[C@@H](O)[C@H](O)CO)O.[Ca] calcium xylitol salt